5-amino-7-(2-(4-(2,4-difluorophenyl)piperazin-1-yl)ethyl)-9-methyl-2-(pyridin-2-yl)-7H-pyrrolo[3,2-e][1,2,4]Triazolo[1,5-c]Pyrimidine-8-carboxamide NC1=NC2=C(C=3N1N=C(N3)C3=NC=CC=C3)C(=C(N2CCN2CCN(CC2)C2=C(C=C(C=C2)F)F)C(=O)N)C